FC=1C=C(C=NC1N1CCN(CC1)C)C1=NC=NC2=CC=C(C=C12)B1OC(C(O1)(C)C)(C)C 4-(5-fluoro-6-(4-methylpiperazin-1-yl)pyridin-3-yl)-6-(4,4,5,5-tetramethyl-1,3,2-dioxaborolan-2-yl)quinazoline